C(C)(C)(C)OCCOC1=C(C(=CC=C1)OC)C=1C=C(OC(C1OCCOC)=O)C(=O)O 4-{2-[2-(tert-butoxy)ethoxy]-6-methoxyphenyl}-5-(2-methoxyethoxy)-6-oxopyran-2-carboxylic acid